[1,5]naphthyridin-6(8H)-one N1=CC=CC=2NC(CCC12)=O